C(C=C)N1S(N(CC=2C=C(C=3C=CNC3C21)Cl)CC=2C=CC(NC2)=O)(=O)=O 5-((1-allyl-6-chloro-2,2-dioxido-4,9-dihydro-[1,2,6]thiadiazino[4,3-g]indol-3(1H)-yl)methyl)pyridin-2(1H)-one